2-(((1R)-1-(2-cyano-3-(4-(2-(2,2-difluorocyclopropyl)acetyl)piperazin-1-yl)-7-methylquinoxalin-5-yl)ethyl)amino)benzoic acid C(#N)C1=NC2=CC(=CC(=C2N=C1N1CCN(CC1)C(CC1C(C1)(F)F)=O)[C@@H](C)NC1=C(C(=O)O)C=CC=C1)C